C(C)OC(=O)C1(CCC1)C(=O)O 1-(ETHOXYCARBONYL)CYCLOBUTANE-1-CARBOXYLIC ACID